bicyclo[4.3.0]nona-3,7-diene C12CC=CCC2C=CC1